C(C1CO1)[Si](Br)(Br)Br glycidyl-tribromosilane